C(C)N(C=1C2=C(N=CN1)N(C=C2)CC)/N=C/C=2C=CC1=C(COB1O)C2 N,7-diethyl-N-[(E)-(1-hydroxy-3H-2,1-benzoxaborol-5-yl)methyleneamino]pyrrolo[2,3-d]pyrimidin-4-amine